C1(=C(C=CC=C1)P(C1=C(C=CC=C1)C)C1=C(C=CC=C1)C)C Tri-(ortho-tolyl)phosphin